F[C@@H]1CN(CC[C@@H]1NC1=NN2C(C(=N1)OC)=C(C(=C2)F)C=2C=CC1=C(N(N=N1)CCCF)C2)C(C)=O 1-((3R,4S)-3-fluoro-4-((6-fluoro-5-(1-(3-fluoropropyl)-1H-benzo[d][1,2,3]triazol-6-yl)-4-methoxypyrrolo[2,1-f][1,2,4]triazin-2-yl)amino)piperidin-1-yl)ethan-1-one